4-hydroxy-2-methyl-N-2-pyridinyl-2H-1,2-benzothiazine-3-carboxamide OC1=C(N(SC2=C1C=CC=C2)C)C(=O)NC2=NC=CC=C2